4'-methoxy-2',3,7-trihydroxyisoflavanone COC1=CC(=C(C2(COC3=CC(=CC=C3C2=O)O)O)C=C1)O